ethyl (2-cyano-2-(2-(3,5-dichloro-4-((3-(2,2,2-trifluoroacetamido)-1H-indazol-5-yl)oxy)phenyl)hydrazineylidene)acetyl)carbamate C(#N)C(C(=O)NC(OCC)=O)=NNC1=CC(=C(C(=C1)Cl)OC=1C=C2C(=NNC2=CC1)NC(C(F)(F)F)=O)Cl